(biphenyl-4-yl)9,9-dimethyl-N-(4-(9-phenyl-9H-carbazol-3-yl)phenyl)-9H-fluoren-2-amine C1(=CC=C(C=C1)C1=C(C=CC=2C3=CC=CC=C3C(C12)(C)C)NC1=CC=C(C=C1)C=1C=CC=2N(C3=CC=CC=C3C2C1)C1=CC=CC=C1)C1=CC=CC=C1